tert-butyl ({(3S)-1-[3-fluoro-6-nitro-2-(trifluoromethyl)phenyl]piperidin-3-yl}methyl)carbamate FC=1C(=C(C(=CC1)[N+](=O)[O-])N1C[C@@H](CCC1)CNC(OC(C)(C)C)=O)C(F)(F)F